2,5-diamino-1-methylpyridin-1-ium chloride [Cl-].NC1=[N+](C=C(C=C1)N)C